FC1(C(C1)C1=CC=C(C=N1)C(C)N1C[C@@H](N(C[C@H]1CC)C=1C=2N(N(C(C1)=O)C)C=C(N2)CC#N)CC)F 2-(8-((2s,5r)-4-(1-(6-(2,2-difluorocyclopropyl)pyridin-3-yl)ethyl)-2,5-diethylpiperazin-1-yl)-5-methyl-6-oxo-5,6-dihydroimidazo[1,2-b]pyridazin-2-yl)acetonitrile